C(C)(C)C1=C(C(=CC(=C1)C(C)C)C(C)C)O 2,4,6-tri-isopropyl-phenol